CC1=CC(OC2=CC(=C(C=C12)C)N(CC)CC)=O 4,6-dimethyl-7-diethylamino-coumarin